FC=1C=C(CNC2=CC=C(C=C2)N2C(NC(CC2)=O)=O)C=CC1CN1CCCCC1 1-(4-((3-fluoro-4-(piperidin-1-ylmethyl)benzyl)amino)phenyl)dihydropyrimidine-2,4(1H,3H)-dione